ClC=1C(=C(C(=CC1)Cl)C(SCCN(C)C)=O)OC S-(2-(dimethylamino)ethyl) 3,6-dichloro-2-methoxybenzene-1-carbothioate